ethyl 2-(bromomethyl)-5-(1,1,2,2,2-pentafluoroethyl)thiophene-3-carboxylate BrCC=1SC(=CC1C(=O)OCC)C(C(F)(F)F)(F)F